(2S,4S)-4-CYANOPYRROLIDINE-2-CARBOXYLIC ACID C(#N)[C@H]1C[C@H](NC1)C(=O)O